FC1=C(CN2C(N(N=C2)C2=CC=C(C=C2)OC2=C(N=C(S2)CO)C)=O)C(=CC=C1)F 4-(2,6-difluorobenzyl)-2-(4-((2-(hydroxymethyl)-4-methylthiazol-5-yl)oxy)phenyl)-2,4-dihydro-3H-1,2,4-triazol-3-one